(2R)-N-{2-[(3S)-1-benzylpyrrolidin-3-yl]ethyl}-4-(3-cyano-5-fluorophenyl)-2-methylpiperazine-1-carboxamide C(C1=CC=CC=C1)N1C[C@H](CC1)CCNC(=O)N1[C@@H](CN(CC1)C1=CC(=CC(=C1)F)C#N)C